FC=1C=C(C=CC1OCCSC(F)(F)F)NC(NC=1C=CC(=C(C1)NS(=O)(=O)C)O)=O N-(5-(3-(3-fluoro-4-(2-((trifluoromethyl)thio)ethoxy)phenyl)ureido)-2-hydroxyphenyl)methanesulfonamide